C1(CC1)C1=C(C(=CC(=C1)OC(F)F)C(C)C)NC(=O)N=[S@@](=O)(N)C1=C(C=C(C=C1)C(C)(C)O)C (S)-N'-(2-cyclopropyl-4-(difluoromethoxy)-6-isopropylphenyl-carbamoyl)-4-(2-hydroxypropan-2-yl)-2-methylbenzene-sulfonimidamide